C(C=C)(=O)N1C(CN(CC1)C1=NC(=NC=2CC(CCC12)N1CCC2=CC=CC=C12)N1CC(C1)OC)CC#N 2-(1-acryloyl-4-(7-(indolin-1-yl)-2-(3-methoxyazetidin-1-yl)-5,6,7,8-tetrahydroquinazolin-4-yl)piperazin-2-yl)acetonitrile